(1R,2S,5S)-N-((S)-1-Cyano-2-(6-methyl-2-oxo-1,2-dihydroquinolin-3-yl)ethyl)-3-((S)-3,3-dimethyl-2-(methylsulfonamido)butanoyl)-N,6,6-trimethyl-3-azabicyclo[3.1.0]hexane-2-carboxamide C(#N)[C@H](CC=1C(NC2=CC=C(C=C2C1)C)=O)N(C(=O)[C@@H]1[C@H]2C([C@H]2CN1C([C@H](C(C)(C)C)NS(=O)(=O)C)=O)(C)C)C